[H-].[Na].COCCO[Al+]OCCOC bis(2-methoxyethoxy)aluminium (III) sodium hydride